BrC=1C(=C(C[C@@H]2N(CC[C@@H]2NS(=O)(=O)C)C(C(C)C)=O)C=CC1)F N-(cis-2-(3-bromo-2-fluorobenzyl)-1-isobutyrylpyrrolidin-3-yl)methanesulfonamide